2-bromo-9-(trifluoromethyl)-7H-pyrimido[5',4':3,4]cyclopenta[1,2-c]quinolin-7-one BrC=1C=C2C3=C(C=NC2=CC1)C(C1=C3C=NC(=N1)C(F)(F)F)=O